C(C=C)(=O)N1CC=2N(CC1)C(=NN2)[C@@H]2C[C@@H](CCC2)NC2=NC=C(C=N2)C#N 2-[[(1R,3S)-3-(7-prop-2-enoyl-6,8-dihydro-5H-[1,2,4]triazolo[4,3-a]pyrazin-3-yl)cyclohexyl]amino]pyrimidine-5-carbonitrile